2-(2,6-Dioxopiperidin-3-yl)-5-(pent-4-en-1-yloxy)isoindole-1,3-dione O=C1NC(CCC1N1C(C2=CC=C(C=C2C1=O)OCCCC=C)=O)=O